1,4-dioxa-9-thia-12-azadispiro[4.2.4.2]tetradecane-11-carboxylic acid O1CCOC12CCC1(SCC(N1)C(=O)O)CC2